(3R,5S)-5-[2-[bis[(2,4-dimethoxyphenyl)methyl]amino]pyrimidin-5-yl]tetrahydrofuran-3-ol COC1=C(C=CC(=C1)OC)CN(C1=NC=C(C=N1)[C@@H]1C[C@H](CO1)O)CC1=C(C=C(C=C1)OC)OC